6-(4-(1-ethylpiperidin-4-yl)phenyl)-N-(4-hydroxybicyclo[2.2.2]oct-1-yl)-1H-indazole-3-Formamide C(C)N1CCC(CC1)C1=CC=C(C=C1)C1=CC=C2C(=NNC2=C1)C(=O)NC12CCC(CC1)(CC2)O